ClC1=CC=C(C(=N1)C1=NN(C=N1)C)NC(C)C=1C=C(C=C2C(N3CCC(N4N=CC(C12)=C43)C=C)=O)C 10-(1-((6-chloro-2-(1-methyl-1H-1,2,4-triazol-3-yl)pyridin-3-yl)amino)ethyl)-8-methyl-3-vinyl-4,5-dihydro-3H,6H-2,2a,5a-triazaaceanthrylen-6-one